N-(5-Cyano-6-(2H-1,2,3-triazol-2-yl)pyridin-3-yl)-1-(8-fluorochinolin-4-yl)-5-(trifluoromethyl)-1H-pyrazol-4-carboxamid C(#N)C=1C=C(C=NC1N1N=CC=N1)NC(=O)C=1C=NN(C1C(F)(F)F)C1=CC=NC2=C(C=CC=C12)F